(R)-2-(benzyloxy)-3-(octadecyloxy)propyl (2-chlorophenyl) phosphate P(=O)(OC[C@@H](COCCCCCCCCCCCCCCCCCC)OCC1=CC=CC=C1)(OC1=C(C=CC=C1)Cl)[O-]